C(C)SC1=C(C=CC(=C1)C(F)(F)F)C=1N(C(=CN1)C=CI)C 2-(2-(ethylthio)-4-(trifluoromethyl)phenyl)-5-(2-iodovinyl)-1-methyl-1H-imidazole